CC(C)CC(CC)C 2,4-DIMETHYL-HEXANE